ClCC=1SC(=NN1)C1=C(C=CC=C1)Cl 2-(chloromethyl)-5-(2-chlorophenyl)-1,3,4-thiadiazole